C(#N)C(C)(C)C=1C=CC(=NC1)C=1C(=C(C=CC1)NC1=C(N=NC(=C1)NC(=O)C1CC1)C(=O)NC([2H])([2H])[2H])OC 4-({3-[5-(1-cyano-1-methylethyl)pyridin-2-yl]-2-methoxyphenyl}amino)-6-cyclopropaneamido-N-(2H3)methylpyridazine-3-carboxamide